FC(C1=CN=CC(=N1)C1=CC=C(C(=O)N2[C@H](CCC2)C2=NC(=NC=C2)NS(=O)(=O)C2CC2)C=C1)(F)F N-[4-[(2R)-1-[4-[6-(trifluoromethyl)pyrazin-2-yl]benzoyl]pyrrolidin-2-yl]pyrimidin-2-yl]cyclopropanesulfonamide